ethyl (2Z)-3-amino-4,4,4-trifluoro-2-ethylbut-2-enoate N\C(=C(/C(=O)OCC)\CC)\C(F)(F)F